2-(3-(1-(4-(hydroxymethyl)-1H-pyrazol-3-yl)propan-2-yl)phenyl)-4-(trifluoromethyl)isoindolin-1-one OCC=1C(=NNC1)CC(C)C=1C=C(C=CC1)N1C(C2=CC=CC(=C2C1)C(F)(F)F)=O